The molecule is a beta-ocimene that consists of octa-1,3,6-triene bearing two methyl substituents at positions 3 and 7 (the 3E-isomer). It has a role as a plant metabolite. CC(=CC/C=C(\\C)/C=C)C